C(C)(C)(C)C1N(C[C@@H]2CN(CC[C@@H]21)C(C2=C(C=CC(=C2)F)N2N=CC=N2)=O)C(=O)OCC=2C=C1C=CC(=NC1=CC2)[C@@H]2C[C@H](CC2)OC (2-((1s,3s)-3-methoxycyclopentyl)quinolin-6-yl)methanol tert-Butyl-(3aS,7aS)-5-(5-fluoro-2-(2H-1,2,3-triazol-2-yl)benzoyl)octahydro-2H-pyrrolo[3,4-c]pyridine-2-carboxylate